2,6-diaminopurin NC1=NC(=C2NC=NC2=N1)N